C(CCCCCCCCCCCCCCCCC)NC(=O)OCCC(C(=O)O)=C.ClC=1C=C(C=CC1)C=1C(=C(C(=NC1)CNCC(=O)O)O)C(F)F (5-(3-chlorophenyl)-4-(difluoromethyl)-3-hydroxypicolinyl)glycine 2-((octadecylcarbamoyl)oxy)ethyl-acrylate